C(C)(C)C1=C(NC2=C1N=C(S2)C2CCC(CC2)N(C)C(C)C)C=2C(=C(C(N(C2)C)=O)C)C 5-(6-isopropyl-2-(4-(isopropyl(methyl)amino)cyclohexyl)-4H-pyrrolo[3,2-d]thiazol-5-yl)-1,3,4-trimethylpyridin-2(1H)-one